2,7-bis(2-octyldodecyl)benzo[2,1-b:3,4-b']dithiophene-4,5-dione C(CCCCCCC)C(CC1=CC2=C(S1)C=1SC(=CC1C(C2=O)=O)CC(CCCCCCCCCC)CCCCCCCC)CCCCCCCCCC